dimethylsilyl-bis(indenyl)hafnium C[SiH](C)[Hf](C1C=CC2=CC=CC=C12)C1C=CC2=CC=CC=C12